C1(=CC=CC=C1)C=1N=C(OC1C1=CC=CC=C1)SCC(=O)N(CC)CC 2-(4,5-diphenyloxazol-2-yl)sulfanyl-N,N-diethyl-acetamide